((3S,4S)-8-(6-amino-5-((2-amino-3-chloropyridin-4-yl)thio)pyrazin-2-yl)-3-methyl-2-oxa-8-Azaspiro[4.5]decan-4-yl)carbamic acid tert-butyl ester C(C)(C)(C)OC(N[C@@H]1[C@@H](OCC12CCN(CC2)C2=NC(=C(N=C2)SC2=C(C(=NC=C2)N)Cl)N)C)=O